C(C)(C)(C)OC(=O)N1C(CC(C(C1)C1=CC=CC=C1)=O)(C)C 2,2-dimethyl-4-oxo-5-phenyl-piperidine-1-carboxylic acid tert-butyl ester